N-[(1H-1,3-Benzodiazol-2-yl)methyl]-4-{5-[5-fluoro-6-(2-methoxyethoxy)-1H-indazol-3-yl]-1,2-oxazol-3-yl}benzamid N1C(=NC2=C1C=CC=C2)CNC(C2=CC=C(C=C2)C2=NOC(=C2)C2=NNC1=CC(=C(C=C21)F)OCCOC)=O